[PH2](O)=O.[O] oxygen phosphinic acid